6-fluoro-2'-methoxy-4'-((methylsulfonyl)methyl)-[1,1'-biphenyl] FC1=CC=CC=C1C1=C(C=C(C=C1)CS(=O)(=O)C)OC